2-(2,5-dimethoxypyridin-3-yl)ethan-1-amine COC1=NC=C(C=C1CCN)OC